C1(CCCC1)N1C(C=CC2=C1N=C(N=C2)NC2CCN(CC2)S(=O)(=O)C=2C=C(CN1CCN(CC1)C=1C=C3CN(C(C3=CC1F)=O)C1C(NC(CC1)=O)=O)C=CC2)=O 3-(5-(4-(3-((4-((8-cyclopentyl-7-oxo-7,8-dihydropyrido[2,3-d]pyrimidin-2-yl)amino)-piperidin-1-yl)sulfonyl)benzyl)piperazin-1-yl)-6-fluoro-1-oxoisoindolin-2-yl)piperidine-2,6-dione